5-(4-(benzyloxy)-3-methoxyphenyl)-4-methoxy-N-(4-((4-methylpiperidin-1-yl)methyl)phenyl)-7H-pyrrolo[2,3-d]pyrimidin-2-amine C(C1=CC=CC=C1)OC1=C(C=C(C=C1)C1=CNC=2N=C(N=C(C21)OC)NC2=CC=C(C=C2)CN2CCC(CC2)C)OC